1-bromo-2,7-bis(n-hexyloxy)pyrene BrC1=C(C=C2C=CC3=CC(=CC4=CC=C1C2=C34)OCCCCCC)OCCCCCC